2-(1-(quinolin-8-yloxy)ethyl)oxazole-4-carboxylic acid N1=CC=CC2=CC=CC(=C12)OC(C)C=1OC=C(N1)C(=O)O